(R)-2-((1-(2-cyano-3-(diethylamino)-7-methylquinoxalin-5-yl)ethyl)-amino)benzoic acid C(#N)C1=NC2=CC(=CC(=C2N=C1N(CC)CC)[C@@H](C)NC1=C(C(=O)O)C=CC=C1)C